C1(CC1)C=1C(=C2C(=NC1C(F)(F)F)CCC2)NC(=O)N=S(=O)(N)C=2SC(=CC2F)C(C)(C)O N'-((3-cyclopropyl-2-(trifluoromethyl)-6,7-dihydro-5H-cyclopenta[b]pyridin-4-yl)carbamoyl)-3-fluoro-5-(2-hydroxypropan-2-yl)thiophene-2-sulfonimidamide